C(C)(C)(C)OC(=O)N1C[C@H](CC1)[C@@H](C(=O)OC(C)(C)C)CC1=C(C=CC=C1)CNCC=1C=NC=C(C1)OC (R)-3-((S)-1-(tert-butoxy)-3-(((((5-methoxypyridin-3-yl)methyl)amino)methyl)phenyl)-1-oxopropane-2-yl)pyrrolidine-1-carboxylic acid tert-butyl ester